CC1(CC1)C1=C(C=NC=C1)C(C(=O)O)N1CC(C1)OCCCCCC1=NC=2NCCCC2C=C1 2-(4-(1-methylcyclopropyl)pyridin-3-yl)-2-(3-(5-(5,6,7,8-tetrahydro-1,8-naphthyridin-2-yl)pentyloxy)azetidin-1-yl)acetic acid